ClC=1C=C(C=CC1C#N)C=1C=C(SC1)C=O 4-(3-chloro-4-cyanophenyl)-thiophene-2-carbaldehyde